isopropyl (2S)-2-(((((2R,3S,4R,5S)-5-(4-aminopyrrolo[2,1-f][1,2,4]triazin-7-yl)-2-cyano-3,4-dihydroxytetrahydrofuran-2-yl) methoxy) (phenoxy) phosphoryl) amino)-3-phenylpropionate NC1=NC=NN2C1=CC=C2[C@H]2[C@@H]([C@@H]([C@@](O2)(C#N)COP(=O)(OC2=CC=CC=C2)N[C@H](C(=O)OC(C)C)CC2=CC=CC=C2)O)O